OC=1C(=COC1)NS(=O)(=O)C1=CC=C(C=C1)C N-[(trans)-4-hydroxyfuran-3-yl]4-Methylbenzenesulfonamide